Trimethyl-pentacarbonyl-molybdenum phosphite P(O)(O)O.C[Mo](=C=O)(=C=O)(=C=O)(=C=O)(=C=O)(C)C